N1=CC=CC=2C(=CC=CC12)C(=O)O quinoline-5-carboxylic acid